1,3-dihydroxy-7-iodo-2-naphthoic acid OC1=C(C(=CC2=CC=C(C=C12)I)O)C(=O)O